C(C)NC(OC1=NC2=CC(=CC=C2C=C1)OCCCCN1CCN(CC1)C1=CC=CC=2SC=CC21)=O 7-(4-(4-(benzo[b]thiophen-4-yl)piperazin-1-yl)butoxy)quinolin-2-yl ethylcarbamate